OC1=C(C(=O)OCC)C(=C(C(=N1)C)I)O ethyl 2,4-dihydroxy-5-iodo-6-methylnicotinate